C(C)(=O)N1CC2N(C=3N(C(N=C(C3)OCC3=CC(=C(C(=C3)F)OC=3C=NC(=CC3)C)F)=O)C2)CC1 2-Acetyl-7-((3,5-difluoro-4-((6-methylpyridin-3-yl)oxy)benzyl)oxy)-3,4,11,11a-tetrahydro-1H-pyrazino[1',2':3,4]imidazo[1,2-c]pyrimidin-9(2H)-one